1-[3-(3,5-dimethyl-1H-pyrazol-1-yl)propanoyl]-4-fluoro-N-{phenyl[4-(propan-2-yl)phenyl]methyl}pyrrolidine-2-carboxamide CC1=NN(C(=C1)C)CCC(=O)N1C(CC(C1)F)C(=O)NC(C1=CC=C(C=C1)C(C)C)C1=CC=CC=C1